OC1OC2=C3C=C4[N+](CCC5=CC6=C(C=C45)OCO6)=CC3=C(C=C21)OC 2-hydroxy-4-methoxy-7,8-dihydro-2H-[1,3]dioxolo[4,5-g]oxeto[2',3':5,6]isoquinolino[3,2-a]isoquinolin-6-ium